Fluorourethane CCOC(=O)NF